BrC1=C(C=C(C=C1)S(=O)(=O)N(C)[C@H]1[C@H](CCC1)O)C 4-bromo-N-((1R,2S)-2-hydroxycyclopentyl)-N,3-dimethylbenzenesulfonamide